O=C1NC(CCC1NC1=CC(=C(C=C1)N1CCC(CCC1)(O)CC(=O)OC(C)(C)C)F)=O tert-butyl 2-[1-[4-[[2,6-dioxo-3-piperidyl]amino]-2-fluoro-phenyl]-4-hydroxy-azepan-4-yl]acetate